BrC1=C(C(=C(C=2N=CNC21)Br)Br)Br 4,5,6,7-tetrabromobenzimidazole